4,4',4''-methanetriyltriphenol C(C1=CC=C(C=C1)O)(C1=CC=C(C=C1)O)C1=CC=C(C=C1)O